C(C)(C)(C)OC(=O)N1C=CC2=CC=C(C=C12)CN1N=NC(=C1)C1=C2C=NN(C2=CC(=C1)CN(C)C)C1OCCCC1 6-((4-(6-((dimethylamino)methyl)-1-(tetrahydro-2H-pyran-2-yl)-1H-indazol-4-yl)-1H-1,2,3-triazol-1-yl)methyl)-1H-indole-1-carboxylic acid tert-butyl ester